N-benzyl-N-(1-butylpiperidin-4-yl)-1,5-dimethyl-1H-pyrazole-3-carboxamide C(C1=CC=CC=C1)N(C(=O)C1=NN(C(=C1)C)C)C1CCN(CC1)CCCC